CCCCCCCCCCCCCC(=O)O n-Tetradecanoic acid